FC(C(C(F)(F)F)(O)C1=CC=C(C=C1)NC(=O)C1N(CC2=CC(=CC=C12)S(=O)(=O)CCOC)C(=O)OC(C)(C)C)(F)F tert-Butyl 1-{[4-(1,1,1,3,3,3-hexafluoro-2-hydroxypropan-2-yl)phenyl]carbamoyl}-5-[(2-methoxyethyl)sulfonyl]-1,3-dihydro-2H-isoindole-2-carboxylate